1-bromo-4-(difluoromethyl)-2-fluoro-benzene BrC1=C(C=C(C=C1)C(F)F)F